BrC=1C=C2C(N(C(C2=C(C1)F)(OCC1(CC1)O)C1=CC=C(C=C1)Cl)CC1=NC=C(C#N)C=C1)=O 6-[5-bromo-1-(4-chloro-phenyl)-7-fluoro-1-(1-hydroxy-cyclopropylmethoxy)-3-oxo-1,3-dihydro-isoindol-2-ylmethyl]-nicotinonitrile